ClC1=CC=C(C=2N=COC21)C2=NN=C(C1=CC=CC=C21)Cl 7-Chloro-4-(4-chlorophthalazin-1-yl)benzo[d]oxazole